2-Methylisothiazolidine CN1SCCC1